(R)-2-(6-(5-chloro-2-((oxacyclohexan-4-yl)amino)pyrimidin-4-yl)-1-oxoisoindolin-2-yl)butyric acid ClC=1C(=NC(=NC1)NC1CCOCC1)C1=CC=C2CN(C(C2=C1)=O)[C@@H](C(=O)O)CC